3-(4-(((5-phenyl-1,3,4-thiadiazol-2-yl)methyl)carbamoyl)-1H-1,2,3-triazol-1-yl)azetidin-1-ium chloride [Cl-].C1(=CC=CC=C1)C1=NN=C(S1)CNC(=O)C=1N=NN(C1)C1C[NH2+]C1